tert-butyl N-[(1S,2S)-2-(oxetan-3-ylmethoxy)-2,3-dihydro-1H-inden-1-yl]carbamate O1CC(C1)CO[C@@H]1[C@H](C2=CC=CC=C2C1)NC(OC(C)(C)C)=O